C(C)(=O)OC=1C=CC=C2C=CC(NC12)=O 8-acetoxy-(1H)-quinolin-2-one